NC1=C(C=CC=C1)N(C(=S)N)C1=CC=CC=C1 N-(2-aminophenyl)-N-phenylthiourea